4-((S)-1-((2R,4R)-4-hydroxypyrrolidine-2-amidyl)ethyl)benzoic acid methyl ester hydrochloride Cl.COC(C1=CC=C(C=C1)[C@H](C)NC(=O)[C@@H]1NC[C@@H](C1)O)=O